carboxybutadien C(=O)(O)C=CC=C